C(C)(C)(C)OC(=O)N1C2CN(CC1C2)C2=NC=C(C=C2)C=2C=1N(C=C(C2)Br)N=CC1C#N 3-(5-(6-Bromo-3-cyanopyrazolo[1,5-a]pyridin-4-yl)pyridin-2-yl)-3,6-diazabicyclo[3.1.1]heptane-6-carboxylic acid tert-butyl ester